FC1(CN(CCC1)C[C@](CC(C)C)(C)NC(=O)C=1C=NC2=C(C=CC=C2C1)F)F |r| racemic-N-[1-[(3,3-difluoro-1-piperidyl)methyl]-1,3-dimethyl-butyl]-8-fluoro-quinoline-3-carboxamide